5-bromo-indole BrC=1C=C2C=CNC2=CC1